IC=1C=CC=C2C(=NN(C12)C)C1C(NC(CC1)=O)=O 3-(7-iodo-1-methyl-1H-indazol-3-yl)piperidine-2,6-dione